FC1=C(C=CC(=C1)[N+](=O)[O-])N1CCC(CC1)CCC=O 3-[1-(2-fluoro-4-nitrophenyl)piperidin-4-yl]propanal